3-(1H-pyrazol-3-yl)imidazo[1,2-a]pyridine N1N=C(C=C1)C1=CN=C2N1C=CC=C2